1-(6-chloropyrazin-2-yl)-4-(fluorophenyl)piperidin-4-ol ClC1=CN=CC(=N1)N1CCC(CC1)(O)C1=C(C=CC=C1)F